BrC1C(OCC1)=O 3-bromo-2-oxotetrahydrofuran